FC1=CC=C(CC2=NN(C=C2)C(=O)N[C@@H]2C(N(C3=C(OC2)C=CC(=C3)C#CC3(CCC3)O)C)=O)C=C1 (S)-3-(4-fluorobenzyl)-N-(7-((1-hydroxycyclobutyl)ethynyl)-5-methyl-4-oxo-2,3,4,5-tetrahydrobenzo[b][1,4]oxazepin-3-yl)-1H-pyrazole-1-carboxamide